OC1=C(C=C(C=C1)S(=O)(=O)[O-])C=NCCN=CC1=C(C=CC(=C1)S(=O)(=O)[O-])O N,N'-bis[(2-hydroxy-5-sulfonato-phenyl)-methylene]-1,2-diaminoethane